(E)-1-(4-Bromophenyl)-3-[4-[(2S,3R,4R,5S,6R)-3,4,5-trihydroxy-6-(hydroxymethyl)oxan-2-yl]oxyphenyl]prop-2-en-1-one BrC1=CC=C(C=C1)C(\C=C\C1=CC=C(C=C1)O[C@@H]1O[C@@H]([C@H]([C@H]([C@H]1O)O)O)CO)=O